3-amino-4-(6,7-difluoro-1H-indazol-4-yl)-6-ethoxy-1H-1,7-phenanthrolin-2-one NC=1C(NC2=C3C=CC=NC3=C(C=C2C1C1=C2C=NNC2=C(C(=C1)F)F)OCC)=O